tert-butyl N-(1-(3-cyano-4-(4-cyano-3-fluorophenyl)-6-methylpyridin-2-yl)piperidine-4-yl)carbamate C(#N)C=1C(=NC(=CC1C1=CC(=C(C=C1)C#N)F)C)N1CCC(CC1)NC(OC(C)(C)C)=O